4,5-bis(benzoylthio)-1,3-dithiol-2-thione C(C1=CC=CC=C1)(=O)SC=1SC(SC1SC(C1=CC=CC=C1)=O)=S